5,12-dihydroindolo[3,2-a]carbazole-1,2,3,4,5,6,7,8,9,10-d10 C1(=C2C(=C(C(=C1[2H])[2H])[2H])N(C1=C2C=2NC=3C=C(C(=C(C3C2C(=C1[2H])[2H])[2H])[2H])[2H])[2H])[2H]